4-bromo-2-(4-chlorobenzofuran-7-yl)-2-methylbenzo[d][1,3]dioxolane BrC1=CC=CC=2OC(OC21)(C)C2=CC=C(C=1C=COC12)Cl